5-Amino-2-methyl-N-(1-(naphthalen-1-yl)cyclopropyl)-4-(phenylethynyl)benzamide NC=1C(=CC(=C(C(=O)NC2(CC2)C2=CC=CC3=CC=CC=C23)C1)C)C#CC1=CC=CC=C1